N1=C(C=CC=C1)S(=O)(=O)N PYRIDINYLSULFONAMID